NC(CC#C)CC(=O)O β-homopropargylglycine